Diheptyl-bis-(2-methoxyethoxy)silane C(CCCCCC)[Si](OCCOC)(OCCOC)CCCCCCC